(5-bromopyrazin-2-yl)-1H-1,2,4-triazol-5-one BrC=1N=CC(=NC1)N1NC=NC1=O